FC1([C@H](C2=C(C=CC(=C2C1)OCC1CC(C1)C#N)SC(F)(F)F)O)F (1s,3s)-3-(((2,2-difluoro-1-hydroxy-7-(trifluoromethylthio)-2,3-dihydro-1H-inden-4-yl)oxy)methyl)cyclobutane-1-carbonitrile